BrC=1C=CC2=C(N(C(=N2)C)C2=CC=C(C=C2)N2CCOCC2)C1F 4-(4-(6-bromo-7-fluoro-2-methyl-1H-benzo[d]imidazol-1-yl)phenyl)morpholine